C(C1=CC=CC=C1)(=O)OC[C@H]1O[C@H]([C@@H](C1=C)OC(C)=O)N1N=CC=2C1=NC(=NC2NC2[C@@H]1CC3CC(CC2C3)(C1)O)Cl ((2S,4R,5R)-4-acetoxy-5-(6-chloro-4-(((1R,5R)-5-hydroxyadamantan-2-yl)amino)-1H-pyrazolo[3,4-d]pyrimidin-1-yl)-3-methylenetetrahydrofuran-2-yl)methyl benzoate